(S)-N-((4-(6-(6-(1,1-Difluoroethyl)imidazo[1,2-b]pyridazin-3-yl)pyrimidin-4-yl)morpholin-2-yl)methyl)methanesulfonamide FC(C)(F)C=1C=CC=2N(N1)C(=CN2)C2=CC(=NC=N2)N2C[C@H](OCC2)CNS(=O)(=O)C